1-Imidazol-4-yl-glycerol N1C=NC(=C1)OCC(O)CO